C(#N)C1=CC=C(OC(C(=O)NC=2SC3=C(N2)C=C(C(=C3)OC)OC(C)C)C3=CC=C(C=C3)S(=O)(=O)CC)C=C1 2-(4-Cyano-phenoxy)-2-(4-ethanesulfonyl-phenyl)-N-(5-isopropoxy-6-methoxy-benzothiazol-2-yl)-acetamide